ClC=1C=CC=C2C(C=C(OC12)C1=C(OCCCCC(=O)O)C=C(C=C1)C(F)(F)F)=O 5-[2-(8-chloro-4-oxo-chromen-2-yl)-5-(trifluoromethyl)phenoxy]pentanoic acid